3-methanesulfonyl-1-{9-[methyl-(7H-pyrrolo[2,3-d]pyrimidin-4-yl)-amino]-3-azaspiro[5.5]undec-3-yl}-propan-1-one CS(=O)(=O)CCC(=O)N1CCC2(CC1)CCC(CC2)N(C=2C1=C(N=CN2)NC=C1)C